ClC=1C(=C(C=C(C1)O)C1=C(C=2N=C(N=C(C2C=N1)N1C[C@@](CCC1)(O)C)OCC1(CC1)CN(C)C)F)C1CC1 (R)-1-(7-(3-chloro-2-cyclopropyl-5-hydroxyphenyl)-2-((1-((dimethylamino)methyl)cyclopropyl)methoxy)-8-fluoropyrido[4,3-d]pyrimidin-4-yl)-3-methylpiperidin-3-ol